1-eicosanoyl-2-(9Z-nonadecenoyl)-glycero-3-phospho-(1'-sn-glycerol) CCCCCCCCCCCCCCCCCCCC(=O)OC[C@H](COP(=O)(O)OC[C@H](CO)O)OC(=O)CCCCCCC/C=C\CCCCCCCCC